CC(C(=O)O)(C)C1=CC(=C(C=C1)O)O methyl-3,4-dihydroxyphenyl-propionic acid